1-methoxy-3-phenoxybenzene COC1=CC(=CC=C1)OC1=CC=CC=C1